C(C)SC1=C(C(=CC(=N1)N1CC2=CC=C(C=C2CC1)F)C)[N+](=O)[O-] 2-(6-(ethylthio)-4-methyl-5-nitropyridin-2-yl)-6-fluoro-1,2,3,4-tetrahydroisoquinoline